4-amino-6-chloro-7-(1-fluoro-2-methylpropan-2-yl)-7H-pyrrolo[2,3-d]pyrimidine-5-carboxylic acid NC=1C2=C(N=CN1)N(C(=C2C(=O)O)Cl)C(CF)(C)C